NC1=CC(=NC(=C1)NC1=CC(=CC=C1)F)C(=O)NC1CC2=CC=C(C=C2C1)C#N 4-Amino-N-(5-cyano-2,3-dihydro-1H-inden-2-yl)-6-((3-fluorophenyl)amino)picolinamide